(S)-N-(3-(((tert-butyldimethylsilyl)oxy)methyl)-3-methylcyclobutylidene)-2-methylpropane-2-sulfinamide [Si](C)(C)(C(C)(C)C)OCC1(CC(C1)=N[S@@](=O)C(C)(C)C)C